(S,E)-7-phenyl-6-(3-(2-(trifluoromethoxy)phenyl)acryloyl)-4-oxa-6-azaspiro[2.4]heptane C1(=CC=CC=C1)[C@@H]1N(COC12CC2)C(\C=C\C2=C(C=CC=C2)OC(F)(F)F)=O